CC(CCCC1=CC2=C(C3=CC=CC=C3C(=C2C=C1)OCCCCC)OCCCCC)C 2-(4-methylpentyl)-9,10-di(n-pentoxy)anthracene